pyrrole-4(1H)-thione N1C=CC(C1)=S